2-amino-2-ethyl-1,3-propanediol NC(CO)(CO)CC